(R,Z)-1-(4-(1,2-dimethyl-4-((1-(2-methyl-3-(trifluoromethyl)phenyl)-ethyl)imino)-1,4-dihydropyrido[3,4-d]pyrimidin-6-yl)-3,6-dihydropyridin-1(2H)-yl)ethan-1-one CN1C(=N\C(\C2=C1C=NC(=C2)C=2CCN(CC2)C(C)=O)=N/[C@H](C)C2=C(C(=CC=C2)C(F)(F)F)C)C